N-(6-(4-isopropyl-4H-1,2,4-triazol-3-yl)pyridin-2-yl)-6-methyl-1H-benzo[d]imidazole-2-carboxamide C(C)(C)N1C(=NN=C1)C1=CC=CC(=N1)NC(=O)C1=NC2=C(N1)C=C(C=C2)C